2-Methyl-5-(trifluoromethyl)benzoic acid [(2R)-3-(3-ethyl-4-oxo-spiro[6,8-dihydro-5H-pyrazolo[4,3-c]azepin-7,4'-tetrahydropyran]-1-yl)-2-methyl-propyl] ester C(C)C1=NN(C2=C1C(NCC1(CCOCC1)C2)=O)C[C@H](COC(C2=C(C=CC(=C2)C(F)(F)F)C)=O)C